3-thia-2,7-diazaspiro[4.5]decane C1NSCC12CNCCC2